CC(CCC=O)CC(CCCCCC)C syn-4,6-Dimethyldodecanal